C(C=C)(=O)N1CCN(CC1)C1=NC(N2C3=C(C=C(C=C13)C(F)(F)F)S(C[C@H](C2)OC)C2=C(C=C(C=C2)F)F)=O (3S)-8-(4-acryloylpiperazin-1-yl)-l-1-(2,4-difluorophenyl)-3-methoxy-10-(trifluoromethyl)-3,4-dihydro-2H,6H-[1,4]thiazepino[2,3,4-ij]quinazolin-6-one